C1(=CC=CC=C1)P(CCCP(C1=CC=CC=C1)C1=CC=CC=C1)C1=CC=CC=C1 trimethylenebis(diphenylphosphine)